NCCOCCNC(C1=C(C=C(C=C1)NC=1C=2N(C=CN1)C(=CN2)C=2C(=NN(C2)CCO)C(F)(F)F)CC)=O N-[2-(2-aminoethoxy)ethyl]-2-ethyl-4-[[3-[1-(2-hydroxyethyl)-3-(trifluoromethyl)pyrazol-4-yl]imidazo[1,2-a]pyrazin-8-yl]amino]benzamide